4-(((1r,4r)-4-(3-chloro-4-cyanophenoxy)cyclohexyl)carbamoyl)phenethyl 4-methylbenzenesulfonate CC1=CC=C(C=C1)S(=O)(=O)OCCC1=CC=C(C=C1)C(NC1CCC(CC1)OC1=CC(=C(C=C1)C#N)Cl)=O